C1(=CC=CC=C1)NC(OC=1C=C2[C@@]3([C@H](N(C2=CC1)C)N(CC3)C)C)=O (3aR,8aS)-1,3a,8-trimethyl-1H,2H,3H,3aH,8H,8aH-pyrrolo[2,3-b]indol-5-yl N-phenylcarbamate